N-((2-(6-(3-fluoroazetidin-1-yl)pyridin-2-yl)-1,6-naphthyridin-7-yl)methyl)-5-(methylsulfonyl)nicotinamide FC1CN(C1)C1=CC=CC(=N1)C1=NC2=CC(=NC=C2C=C1)CNC(C1=CN=CC(=C1)S(=O)(=O)C)=O